CC(=CCC1=C2C(=C(C=C1O)O)C(=O)C[C@H](O2)C3=CC(=C(C=C3)OC)O)C The molecule is a trihydroxyflavanone that is hesperetin substituted by a prenyl group at position 8. Isolated from Macaranga conifera, it exhibits inhibitory activity against breast cancer resistance protein. It has a role as a metabolite and a breast cancer resistance protein inhibitor. It is a trihydroxyflavanone, a monomethoxyflavanone, a member of 3'-hydroxyflavanones and a member of 4'-methoxyflavanones. It derives from a hesperetin.